cyclopropyl N-[2-[[(1S)-3-(cyclopropylamino)-2,3-dioxo-1-[[(3S)-2-oxopyrrolidin-3-yl]methyl]propyl]carbamoyl]-4,5-difluoro-phenyl]carbamate C1(CC1)NC(C([C@H](C[C@H]1C(NCC1)=O)NC(=O)C1=C(C=C(C(=C1)F)F)NC(OC1CC1)=O)=O)=O